CN([C@H]1CN(CC1)C(=O)OC(C)(C)C)C1=CC=C2C=CC=NC2=C1 tert-butyl (R)-3-(methyl(quinolin-7-yl)amino)pyrrolidine-1-carboxylate